CN(C)CCCC(C(=O)N)=C dimethylaminopropyl-Acrylamide